(E)-3-((3-((E)-2-(pyridin-4-yl)vinyl)-1H-indazol-6-yl)methylene)indolin-2-one N1=CC=C(C=C1)/C=C/C1=NNC2=CC(=CC=C12)\C=C/1\C(NC2=CC=CC=C12)=O